bis-[(triethoxysilyl)-propyl] disulfide C(C)O[Si](OCC)(OCC)CCCSSCCC[Si](OCC)(OCC)OCC